6-isopropyl-3-vinyl-5H-pyrrolo[3,4-b]pyrazin-7-one C(C)(C)N1C(C2=NC=C(N=C2C1)C=C)=O